ClC=1C=C(C=CC1Cl)NC(=O)N1[C@H]2CC[C@@H]1CC=1N=C(N=CC12)F (5S,8R)-N-(3,4-dichlorophenyl)-2-fluoro-6,7,8,9-tetrahydro-5H-5,8-epiminocyclohepta[d]-pyrimidine-10-carboxamide